ClC1=C2C(=CC=C1F)N(C(C21CCN(CC1)C(=O)C=1C=C2C(=CN1)NN=C2)=O)CC(=O)NCC(F)(F)F 2-[4-chloro-5-fluoro-2-oxo-1'-(1H-pyrazolo[3,4-c]pyridine-5-carbonyl)spiro[indole-3,4'-piperidin]-1-yl]-N-(2,2,2-trifluoroethyl)acetamide